4,4'-bis[4-(4-amino-α,α-dimethylbenzyl)phenoxy]1,4-bis[4-(4-aminophenoxy)phenoxy-α,α-dimethylbenzyl]benzene NC1=CC=C(C(C)(C)C2=CC=C(OC3(CC=C(C=C3)C(C3=C(C=CC=C3)OC3=CC=C(C=C3)OC3=CC=C(C=C3)N)(C)C)C(C3=C(C=C(C=C3)OC3=CC=C(C=C3)C(C3=CC=C(C=C3)N)(C)C)OC3=CC=C(C=C3)OC3=CC=C(C=C3)N)(C)C)C=C2)C=C1